C1=C(C=CC=2OC3=C(C21)C=CC=C3)/C(/C#N)=C(/C#N)\C3=CC2=C(OC1=C2C=CC=C1)C=C3 2,3-bis(dibenzo[b,d]furan-2-yl)maleonitrile